CN1CC=2N(C3=C1C(=NC=C3)NC(=O)C3CC3)N=NC2 N-(5-methyl-4,5-dihydropyrido[3,4-e][1,2,3]triazolo[1,5-a]pyrazin-6-yl)cyclopropanecarboxamide